Cl.OC[C@@H]1C[C@H](CN1)O (3R,5S)-5-hydroxymethyl-3-pyrrolidinol hydrochloride